1,3-Bis(1H-Benzo[d]imidazol-1-Yl)Propane Palladium(II) [Pd+2].N1(C=NC2=C1C=CC=C2)CCCN2C=NC1=C2C=CC=C1